Tetramethyl-cyclotetrasiloxane C[SiH]1O[SiH](O[SiH](O[SiH](O1)C)C)C